Cl.N[C@@H]1CC[C@H](OC1)CN1CCC2(CN(C2)C2=NC=NC=C2OC2=C(C(=O)N(C(C)C)C(C)C)C=C(C=C2)F)CC1 2-((4-(7-(((2S,5R)-5-aminotetrahydro-2H-pyran-2-yl)methyl)-2,7-diazaspiro[3.5]nonan-2-yl)pyrimidin-5-yl)oxy)-5-fluoro-N,N-diisopropylbenzamide hydrochloride